(S)-N-(1-(3,4-dichlorophenyl)-2-(dimethylamino)ethyl)-3-nitro-4-(trifluoromethoxy)benzamide ClC=1C=C(C=CC1Cl)[C@@H](CN(C)C)NC(C1=CC(=C(C=C1)OC(F)(F)F)[N+](=O)[O-])=O